COC1=C2C=C(NC2=CC=C1)C(=O)N1[C@@H]([C@H]2CCCC[C@H]2C1)C(=O)O |r| racemic-Rel-(1s,3ar,7as)-2-(4-methoxy-1H-indole-2-carbonyl)octahydro-1H-isoindole-1-carboxylic acid